C(C)OC(=O)C1=CC2=C(N=CN=C2)NC1 8H-pyrido[2,3-d]pyrimidine-6-carboxylic acid ethyl ester